C12(CCC(CC1)(CC2)C(=O)OC)C(=O)ON2C(CCC2=O)=O 1-(2,5-dioxopyrrolidin-1-yl) 4-methyl bicyclo[2.2.2]octane-1,4-dicarboxylate